N1CC(C1)C1CCN(CC1)C=1C=C2C(N(C(C2=CC1)=O)C1C(NC(CC1)=O)=O)=O 5-(4-(azetidin-3-yl)piperidine-1-yl)-2-(2,6-dioxopiperidine-3-yl)isoindoline-1,3-dione